chloro-6-methyl-4-(4-nitrophenyl)nicotinonitrile ClC1=C(C#N)C(=CC(=N1)C)C1=CC=C(C=C1)[N+](=O)[O-]